N-methyl-octadecylamide C[N-]CCCCCCCCCCCCCCCCCC